COCCOCC1=CC=CC=2N1N=NN2 5-((2-methoxyethoxy)methyl)tetrazolo[1,5-a]pyridine